BrC1=NN(C(=C1)C=C(C)C)C1=C(C(=CC=C1)OCC)F 3-Bromo-1-(3-ethoxy-2-fluorophenyl)-5-(2-methylprop-1-en-1-yl)-1H-pyrazole